C123CCC(C(C1)OS3(=O)=O)C2 5-norbornanesultone